ClC1=CC=C(C=C1)C1=NN2C(CN(C(C2)(C)C)C(C=CCN(C)C)=O)=C1C1=CC=NC=C1 1-[2-(4-chlorophenyl)-6,6-dimethyl-3-(pyridin-4-yl)-6,7-dihydropyrazolo[1,5-a]pyrazin-5(4H)-yl]-4-(dimethylamino)but-2-en-1-one